C(C)(C)(C)OC(=O)N1[C@@H](C[C@](C1)(F)CN(C)C)C(=O)OCC1=CC=CC=C1 (2S,4S)-4-((dimethylamino)methyl)-4-fluoropyrrolidine-1,2-dicarboxylic acid 2-benzyl ester 1-(tert-butyl) ester